2-((6-(4-((2-(2-fluorophenyl)ethyl)sulfonamido)-3-methylisoxazol-5-yl)-2-methylpyridin-3-yl)carbamoyl)cyclohexane-1-carboxylic acid FC1=C(C=CC=C1)CCS(=O)(=O)NC=1C(=NOC1C1=CC=C(C(=N1)C)NC(=O)C1C(CCCC1)C(=O)O)C